C(N)(=O)C=1C(=NC(=NC1)N1CCC(CC1)C(=O)OCC)NC1=C(C=CC=C1)OC ethyl 1-(5-carbamoyl-4-((2-methoxyphenyl)amino)pyrimidin-2-yl)piperidine-4-carboxylate